ClC1=C(C=CC(=C1)C(F)(F)F)NC(CN1C=2N(C(C(=C1CC)N1CCN(CC1)C(C1=NC=CC=C1O)=O)=O)N=C(N2)N2C[C@H](CCC2)F)=O (S)-N-(2-chloro-4-(trifluoromethyl)phenyl)-2-(5-ethyl-2-(3-fluoropiperidin-1-yl)-6-(4-(3-hydroxypicolinoyl)piperazin-1-yl)-7-oxo-[1,2,4]triazolo[1,5-a]pyrimidin-4(7H)-yl)acetamide